OCCC1=CC(=NC2=NC(=CC=C12)C1=C(C=C(C=C1C)C)OC)C1=CCCN(C1)C(=O)OC(C)(C)C tert-butyl 5-[4-(2-hydroxyethyl)-7-(2-methoxy-4,6-dimethyl-phenyl)-1,8-naphthyridin-2-yl]-3,6-dihydro-2H-pyridine-1-carboxylate